FC1=CC=C(C=C1)C=1C(=CC=CC1)C(=O)N(C)C1=CC=2OC(C(=CC2S1)C(=O)O)=O 2-(4'-fluoro-N-methyl-[1,1'-biphenyl]-2-carboxamido)-5-oxo-5H-thieno[3,2-b]pyran-6-carboxylic acid